NC1=NC=C(C=N1)C1=C2C(N(C(=NC2=CC=C1)[C@H](CC)NC1=NC=NC2=CC=CC(=C12)F)C1=CC=CC=C1)=O (S)-5-(2-Aminopyrimidin-5-yl)-2-(1-((5-fluoroquinazolin-4-yl)amino)propyl)-3-phenylquinazolin-4(3H)-one